(2R,3S,4S)-4-hydroxy-2-(4-(oxazol-5-yl)benzyl)pyrrolidin-3-yl (3-fluorophenethyl)carbamate FC=1C=C(CCNC(O[C@H]2[C@H](NC[C@@H]2O)CC2=CC=C(C=C2)C2=CN=CO2)=O)C=CC1